benzyl-3-octylundecanoate C(C1=CC=CC=C1)OC(CC(CCCCCCCC)CCCCCCCC)=O